C(C)(=O)C(C(=O)O)(CC)O alpha-acetyl-alpha-hydroxybutyric acid